FC1=C(OC=2C=CC(=NC2)NC(=O)C2CC23CCN(CC3)C(=O)OC(C)C)C=CC(=C1)F Isopropyl 1-((5-(2,4-difluorophenoxy)pyridin-2-yl)carbamoyl)-6-azaspiro[2.5]octane-6-carboxylate